C(=O)C=1N=C2C(NC(=NC2=NC1)N)=O 6-formylpterin